FC(OC1=C(C=CC=C1)C1=CC=C(C=N1)C(=O)O)(F)F 6-[2-(trifluoromethoxy)phenyl]pyridine-3-carboxylic acid